S(=O)(=O)([O-])[O-].[Ti+2] titanium (II) sulphate